(S)-1-t-butoxycarbonyl-3-hydroxypiperidine C(C)(C)(C)OC(=O)N1C[C@H](CCC1)O